5-{2-amino-[1,2,4]triazolo[1,5-a]pyridin-7-yl}-2-methoxy-6-methyl-N-({2-[(3-oxocyclobutyl)methoxy]phenyl}methyl)pyridine-3-carboxamide NC1=NN2C(C=C(C=C2)C=2C=C(C(=NC2C)OC)C(=O)NCC2=C(C=CC=C2)OCC2CC(C2)=O)=N1